P(=O)(OCC(C)Cl)(OCC(C)Cl)OCC(C)Cl tris(β-chloro-propyl) phosphate